C(C1=CC=CC=C1)SC1=CN=CC2=C(C(=CC=C12)Cl)C#N 4-benzylmercapto-7-chloro-isoquinoline-8-carbonitrile